5-amino-N-(4-(3-chloro-4-fluorophenyl)-5-fluorothiazol-2-yl)-3-phenylpyridine-2-sulfonamide NC=1C=C(C(=NC1)S(=O)(=O)NC=1SC(=C(N1)C1=CC(=C(C=C1)F)Cl)F)C1=CC=CC=C1